C(C)(C)N1N=C(C(C(=C1)C1=CC=C(C=C1)F)=O)C(=O)O 1-isopropyl-4-oxo-5-(4-fluorophenyl)-1,4-dihydropyridazine-3-carboxylic acid